COC(=O)C1N2[C@@H](COC1)CCC2 (8aR)-hexahydro-1H-pyrrolo[2,1-c][1,4]oxazine-4-carboxylic acid methyl ester